9,11,13-trichlorostearic acid ClC(CCCCCCCC(=O)O)CC(CC(CCCCC)Cl)Cl